6-bromo-4-hydroxy-2-oxo-1,2-dihydro-1,8-naphthyridine-3-carboxylate BrC=1C=C2C(=C(C(NC2=NC1)=O)C(=O)[O-])O